(R)-4-amino-N-(cyclopropylmethyl)-7-fluoro-3-methyl-N-((2-methylbenzo[d]thiazol-6-yl)methyl)-1,3-dihydrofuro[3,4-c]quinoline-8-carboxamide NC1=NC=2C=C(C(=CC2C2=C1[C@H](OC2)C)C(=O)N(CC2=CC1=C(N=C(S1)C)C=C2)CC2CC2)F